5-CHLORO-3-FORMYL-6-METHYL-7-AZAINDOLE ClC=1C=C2C(=CNC2=NC1C)C=O